ClC(C)(C)[Si](OCC)(OCC)OCC 1-chloro-1-methylethyltriethoxysilane